[Si](C)(C)(C(C)(C)C)NS(=O)(=O)C=1SC=C(N1)CO[Si](C)(C)C(C)(C)C N-(tert-butyldimethylsilyl)-4-((tert-butyldimethylsilyloxy)methyl)thiazole-2-sulfonamide